3-[4-(4-Cyanophenyl)thieno[2,3-c]pyridin-2-yl]-2,2-dimethylpropanoic acid C(#N)C1=CC=C(C=C1)C1=C2C(=CN=C1)SC(=C2)CC(C(=O)O)(C)C